OCCC1=CC=C(C=N1)NC(O[C@@H](COC1=C(C=C2C(=N1)SC(=N2)C2=C1N=CC(=NC1=CC(=C2)C)OC)F)C)=O (R)-1-((6-fluoro-2-(2-methoxy-7-methylquinoxalin-5-yl)thiazolo[5,4-b]pyridin-5-yl)oxy)propan-2-yl (6-(2-hydroxyethyl)pyridin-3-yl)carbamate